COC(C1=CC(=CC=C1)\C=C\C1=CC=C(C=C1)OC)=O 3-[(E)-2-(4-methoxyphenyl)vinyl]benzoic acid methyl ester